C(C1=CC=C(C=C1)OC)(=O)OCCCO hydroxypropyl anisate